cinnamyl gamma-hydroxyvalerate OC(CCC(=O)OCC=CC1=CC=CC=C1)C